(2-ethyl-6-(trifluoromethyl)imidazo[1,2-a]pyrimidin-3-yl)(4-methoxyphenyl)methanone (1R,2S)-1-amino-2-ethylcyclopentane-1-carboxylate N[C@]1([C@H](CCC1)CC)C(=O)O.C(C)C=1N=C2N(C=C(C=N2)C(F)(F)F)C1C(=O)C1=CC=C(C=C1)OC